(S)-2-((5-(((3-ethyl-5-(2-(2-hydroxyethyl)piperidin-1-yl)pyrazolo[1,5-a]pyrimidin-7-yl)amino)methyl)-2-oxopyridin-1(2H)-yl)methyl)acrylic acid C(C)C=1C=NN2C1N=C(C=C2NCC=2C=CC(N(C2)CC(C(=O)O)=C)=O)N2[C@@H](CCCC2)CCO